ClC=1C(=CC2=C(N(C(NC2=O)=O)C=2C(=NC(=CC2SC)C)C(C)C)N1)F 7-Chloro-6-fluoro-1-(2-isopropyl-6-methyl-4-(methylthio)pyridin-3-yl)pyrido[2,3-d]pyrimidin-2,4(1H,3H)-dione